N-Acetyl-DL-norvaline C(C)(=O)N[C@@H](CCC)C(=O)O |r|